2,4,7-triamino-6-phenylpteridine NC1=NC2=NC(=C(N=C2C(=N1)N)C1=CC=CC=C1)N